CC1=NOC(=C1CN1N=CC(=C1)NC(C1=CC(=CC=C1)OC)=O)C N-[1-[(3,5-dimethyl-4-isoxazolyl)methyl]-1H-pyrazol-4-yl]-3-methoxybenzamide